2-(8-bromo-2',3',5',6'-tetrahydro-3H-spiro[benzo[F][1,4]oxazepin-2,4'-pyran]-4(5H)-yl)ethan-1-ol BrC1=CC2=C(CN(CC3(CCOCC3)O2)CCO)C=C1